pyridazin-3-ylpiperazine-1-carboxylic acid tert-butyl ester C(C)(C)(C)OC(=O)N1C(CNCC1)C=1N=NC=CC1